FC(CN1C(=NC=2C1=NC(=CC2)C=2C=CN1N=C(N=CC12)NC1CCC(CC1)(O)C)C)F trans-4-((5-(3-(2,2-Difluoroethyl)-2-methyl-3H-imidazo[4,5-b]pyridin-5-yl)pyrrolo[2,1-f][1,2,4]triazin-2-yl)amino)-1-methylcyclohexan-1-ol